CC1N(CC=C1OS(=O)(=O)C(F)(F)F)C(=O)OC(C)(C)C tert-Butyl 2-methyl-3-(((trifluoromethyl)sulfonyl)oxy)-2,5-dihydro-1H-pyrrole-1-carboxylate